N-(N-(tert-butoxycarbonyl)-N-methylglycinyl)-N-methyl-L-valine C(C)(C)(C)OC(=O)N(CC(=O)N([C@@H](C(C)C)C(=O)O)C)C